C(C)(C)(C)OOC1(CCC(CC1)C(C)(C)C1CCC(CC1)(OOC(C)(C)C)OOC(C)(C)C)OOC(C)(C)C 2,2-Di(4,4-di(t-butylperoxy)cyclohexyl)propane